3-[3-(cinnolin-7-yl)-5-fluoropyridin-2-yl]-3-methoxy-5,5-dimethyl-6-oxocyclohex-1-ene-1-carbonitrile N1=NC=CC2=CC=C(C=C12)C=1C(=NC=C(C1)F)C1(C=C(C(C(C1)(C)C)=O)C#N)OC